5'-Chloro-2'-hydroxy[1,1'-biphenyl]-3-carboxylic acid sodium salt [Na+].ClC=1C=CC(=C(C1)C1=CC(=CC=C1)C(=O)[O-])O